N-(3-chloro-4-fluorophenyl)-4-(5-hydroxy-5-(3-isopropoxy-1-methyl-1H-pyrazol-5-yl)octahydropentalen-2-yl)-1-methyl-1H-imidazole-5-carboxamide ClC=1C=C(C=CC1F)NC(=O)C1=C(N=CN1C)C1CC2CC(CC2C1)(C1=CC(=NN1C)OC(C)C)O